C1C(CC12CCNCC2)C#CC=2C=C(N=NC2N)C2=C(C=CC=C2)O 2-(5-((7-Azaspiro[3.5]nonan-2-yl)ethynyl)-6-aminopyridazin-3-yl)phenol